1-(3H-imidazo[4,5-c]pyridine-4-yl)ethan-1-one N1=CNC=2C(=NC=CC21)C(C)=O